C1(CCC1)NC(C)C1=C(N(C2=CC=CC=C12)CC1=CC=C(C=C1)C)C(=O)OCC Ethyl 3-[1-(cyclobutylamino)ethyl]-1-(4-methylbenzyl)-1H-indole-2-carboxylate